1-acetyl-N,N-diethyllysergamide C(C)(=O)N1C=C2C[C@H]3N(C[C@H](C(N(CC)CC)=O)C=C3C=3C=CC=C1C32)C